4-indolyl-formaldehyde N1C=CC2=C(C=CC=C12)C=O